C(CC(O)(C(=O)O)CC(=O)O)(=O)O.C(CCCCCCC\C=C/CCCCCCCC)(=O)O.OCC(O)CO monoglycerol monooleate citrate